BrC=1C(=CC(=C(C1)C(C)=O)F)O 1-(5-bromo-2-fluoro-4-hydroxyphenyl)ethan-1-one